C(N)(=O)C=1C(=NC(=NC1)N1C[C@H](CCC1)NC(OC(C)(C)C)=O)NC=1C=C(C(=CC1)OC)C1=CC=CC=C1 tert-butyl (S)-(1-(5-carbamoyl-4-((6-methoxy-[1,1'-biphenyl]-3-yl)amino)pyrimidin-2-yl)piperidin-3-yl)carbamate